COC1=C(C=CC=C1N)C1=C(C=C(C=C1)N)OC 2,2'-dimethoxy-3,4'-diaminobiphenyl